[K].C(C)(CC)N1CC(CC1)S(=O)(=O)NC(NC1=C2CCCC2=CC=2CCCC12)=O 1-(sec-Butyl)-N-((1,2,3,5,6,7-hexahydro-s-indacen-4-yl)carbamoyl)pyrrolidine-3-sulfonamide, Potassium Salt